N1=CC=CC(=C1)C1[N+](C)(CCC1)[O-] Nicotin-N'-Oxid